C1(CC1)C(C)OC1=CC=2N(C=C1C(=O)O)C=C(N2)C21COC(C2)(C1)C 7-(1-cyclopropylethoxy)-2-(1-methyl-2-oxabicyclo[2.1.1]hex-4-yl)imidazo[1,2-a]pyridine-6-carboxylic acid